C(#N)C1=CC(C2CCC1C2)=O 4-cyano-bicyclo[3.2.1]-3-octene-2-one